(S,E)-N-((1,2,3,5,6,7-hexahydro-s-indacen-4-yl)carbamoyl)-2-(1-(2-hydroxyethyl)pyrrolidin-2-yl)ethene-1-sulfonamide C1CCC2=C(C=3CCCC3C=C12)NC(=O)NS(=O)(=O)\C=C\[C@H]1N(CCC1)CCO